9-methoxybenzofurano[3,2-b]pyridine COC1=CC=CC2=C1C1=NC=CC=C1O2